[K+].S(=O)(=O)([O-])CCCC=C(C(=O)[O-])C.[K+] 3-sulfopropyl-methacrylic acid potassium salt